1-(1-(6-(6-(difluoromethyl)imidazo[1,2-b]pyridazin-3-yl)pyrimidin-4-yl)piperidin-3-yl)-N-methylmethanesulfonamide FC(C=1C=CC=2N(N1)C(=CN2)C2=CC(=NC=N2)N2CC(CCC2)CS(=O)(=O)NC)F